8-(2-methyl-2,6-diazaspiro[3.4]oct-6-yl)-N-(1-(methylsulfonyl)piperidin-4-yl)quinazolin-2-amine CN1CC2(C1)CN(CC2)C=2C=CC=C1C=NC(=NC21)NC2CCN(CC2)S(=O)(=O)C